(1R,6S,7R,8R,10R,16R,17R,19R)-8,17-bis(6-amino-9H-purin-9-yl)-4,7,14,19-tetrahydroxy-3,5,9,12,15,18-hexaoxa-4λ5,14λ5-diphosphatricyclo[14.2.1.06,10]nonadecane-4,14-dione NC1=C2N=CN(C2=NC=N1)[C@H]1[C@@H]([C@@H]2OP(OC[C@H]3O[C@H]([C@H](OP(COC[C@H]2O1)(=O)O)[C@@H]3O)N3C1=NC=NC(=C1N=C3)N)(=O)O)O